The molecule is an S-substituted glutathione(1-) obtained by deprotonation of the the two carboxy groups and protonation of the glutamyl amino group of (E)-1-(glutathion-S-yl)-2-(indol-3-yl)acetohydroximate. Major microspecies at pH 7.3. It is a conjugate base of an (E)-1-(glutathion-S-yl)-2-(indol-3-yl)acetohydroximate. C1=CC=C2C(=C1)C(=CN2)C/C(=N\\O)/SC[C@@H](C(=O)NCC(=O)[O-])NC(=O)CC[C@@H](C(=O)[O-])[NH3+]